COC([C@@H](CC1=CC=C(C=C1)[N+](=O)[O-])NC(CC)=O)=O (2R)-3-(4-nitrophenyl)-2-propanamido-propionic acid methyl ester